2-amino-3-(3,5-dichloro-7-{[(furan-2-yl)methyl]amino}thieno[3,2-b]pyridin-2-yl)propan-1-ol NC(CO)CC1=C(C2=NC(=CC(=C2S1)NCC=1OC=CC1)Cl)Cl